ClC=1C=C(C=CC1C1CC1)C=1C(=C2CCC(C2=CC1)=O)C 5-(3-chloro-4-cyclopropyl-phenyl)-4-methyl-indan-1-one